6-(2-chloro-6-fluoro-4-(2-methyl-2H-pyrazolo[3,4-b]pyridin-4-yl)benzyl)-6,7-dihydro-5H-pyrrolo[3,4-b]pyridin-5-one-7,7-d2 ClC1=C(CN2C(C3=NC=CC=C3C2=O)([2H])[2H])C(=CC(=C1)C=1C=2C(N=CC1)=NN(C2)C)F